[C@H](C)(CC)OC1=NC(=NC=C1)N (S)-4-(sec-butoxy)pyrimidin-2-amine